ClC=1N=C(N2C1C(=CC(=C2)C2CN(C2)C(=O)[C@H]2NC1CCC2CC1)C1=C(C(=O)N(C(C)C)CC)C=C(C=C1)F)C 2-(1-chloro-3-methyl-6-{1-[(1R,3S,4S)-2-azabicyclo[2.2.2]octane-3-carbonyl]azetidin-3-yl}imidazo[1,5-a]pyridin-8-yl)-N-ethyl-5-fluoro-N-(isopropyl)benzamide